O1C[C@@H](CC1)O (3R)-oxolan-3-ol